5-methoxy-1-(2-(methylthio)pyrimidin-4-yl)-1H-indazole COC=1C=C2C=NN(C2=CC1)C1=NC(=NC=C1)SC